2-(4-hydroxy-1-methyl-2-oxo-6-phenoxy-1,2-dihydro-1,7-naphthyridine-3-carboxamido)acetic acid OC1=C(C(N(C2=CN=C(C=C12)OC1=CC=CC=C1)C)=O)C(=O)NCC(=O)O